O1CCOC2=C1C=CC=C2C2=CC=C(C(=N2)OC)NC2=CC(=CC=C2)CN2CCNCC2 [6-(2,3-Dihydro-benzo[1,4]dioxin-5-yl)-2-methoxy-pyridin-3-yl]-(3-piperazin-1-ylmethyl-phenyl)-amine